ClC=1C=C(C=CC1)C1(CCC1)C(/C=C/[C@H]1[C@@H](C[C@H]2[C@@H]1CCC1=C(O2)C=C(C=C1)C(=O)O)O)O (1R,2R,3aS,10aR)-1-{(1E,3ξ)-3-[1-(3-chlorophenyl)cyclobutyl]-3-hydroxy-1-propen-1-yl}-2-hydroxy-2,3,3a,9,10,10a-hexahydro-1H-benzo[b]cyclopenta[f]oxepin-6-carboxylic acid